N-(6-bromo-2-methoxypyridin-3-yl)-4-(5-chloropyridin-2-yl)-1-methyl-1H-1,2,3-triazole-5-carboxamide BrC1=CC=C(C(=N1)OC)NC(=O)C1=C(N=NN1C)C1=NC=C(C=C1)Cl